C[C@@H]1N(C[C@H](N(C1)C(C(C)C)C1=CC=C(C=C1)C(F)(F)F)C)C(=O)OC(C)(C)C tert-butyl (2S,5R)-2,5-dimethyl-4-(2-methyl-1-(4-(trifluoromethyl)phenyl)propyl)piperazine-1-carboxylate